tertbutyl (E)-(4-(4-(4-((4-([1,2,4]triazolo[1,5-a]pyridin-7-yloxy)-3-methylphenyl)amino)pyrrolo[2,1-f][1,2,4]triazin-5-yl)piperidin-1-yl)-4-oxobut-2-en-1-yl)carbamate N=1C=NN2C1C=C(C=C2)OC2=C(C=C(C=C2)NC2=NC=NN1C2=C(C=C1)C1CCN(CC1)C(/C=C/CNC(OC(C)(C)C)=O)=O)C